C1(CCCCC1)OC1=CC=C(C=N1)N1C(C2(C3=C1N=C(N=C3)CO)CC2)=O 7'-(6-(cyclohexyloxy)pyridin-3-yl)-2'-(hydroxymethyl)spiro[cyclopropane-1,5'-pyrrolo[2,3-d]pyrimidin]-6'(7'H)-one